5-(1H-imidazol-1-yl)-N-((1s,4s)-4-(trifluoromethyl)cyclohexyl)-1H-pyrazolo[4,3-d]pyrimidine-7-carboxamide N1(C=NC=C1)C=1N=C(C2=C(N1)C=NN2)C(=O)NC2CCC(CC2)C(F)(F)F